1-hexadecanoyl-2-(9Z,12Z-octadecadienoyl)-glycero-3-phospho-(1'-sn-glycerol) CCCCCCCCCCCCCCCC(=O)OC[C@H](COP(=O)(O)OC[C@H](CO)O)OC(=O)CCCCCCC/C=C\C/C=C\CCCCC